3,5-di(trifluoromethyl)benzyl cyanide FC(C=1C=C(CC#N)C=C(C1)C(F)(F)F)(F)F